FC=1C=NC2=C(C=CC=C2C1)OC 3-fluoro-8-methoxyquinoline